CC1=C(C(=C(C1([Hf]C1=C(C2=C3CCCC3=CC=C2C1)CCC)C)C)C)C pentamethylcyclopentadienyl(1-n-propyl-3,6,7,8-tetrahydro-as-indacenyl)hafnium